ClC1=C(C=NC=C1)S(=O)(=N[Si](C)(C)C)C (4-chloropyridin-3-yl)(methyl)((trimethylsilyl)imino)-λ6-sulfanone